BrC=1C=NN(C1CN1CC(C1)(F)F)C 4-bromo-5-((3,3-difluoroazetidin-1-yl)methyl)-1-methyl-1H-pyrazole